5-(2-chloro-9-ethyl-9H-purin-6-yl)-1-methylpyridin-2(1H)-one ClC1=NC(=C2N=CN(C2=N1)CC)C=1C=CC(N(C1)C)=O